6-fluoro-4-[4-(5-{[(1R,2S,3S,5S)-2-fluoro-1,5-dimethyl-9-azabicyclo[3.3.1]nonan-3-yl](methyl)amino}pyrazin-2-yl)-3-hydroxyphenyl]-1-methyl-1,2-dihydropyridin-2-one FC1=CC(=CC(N1C)=O)C1=CC(=C(C=C1)C1=NC=C(N=C1)N(C)[C@@H]1[C@@H]([C@]2(CCC[C@@](C1)(N2)C)C)F)O